ethyl 2-(2-hydroxy-3-methoxyphenyl)acetate OC1=C(C=CC=C1OC)CC(=O)OCC